COC(C1=CC=C(C=C1)C=1SC=C(N1)COS(=O)(=O)C)=O 4-(4-(((methylsulfonyl)oxy)methyl)thiazol-2-yl)benzoic acid methyl ester